4-{3-(p-tolylsulfonyl)propyloxy}salicylic acid C1(=CC=C(C=C1)S(=O)(=O)CCCOC=1C=C(C(C(=O)O)=CC1)O)C